1,3-dibromotetradecane BrCCC(CCCCCCCCCCC)Br